COC(CC(C)(NN(C1=CC=CC=C1)C)C1=CC=C(C=C1)C1=CC=CC=C1)=O 3-([1,1'-Biphenyl]-4-yl)-3-(2-methyl-2-phenylhydrazino)butanoic acid methyl ester